OC1(CC2COCC(C1)N2C(=O)OC(C)(C)C)C=2SC=CC2 tert-butyl 7-hydroxy-7-(thiophen-2-yl)-3-oxa-9-azabicyclo[3.3.1]nonane-9-carboxylate